[Si](C)(C)(C(C)(C)C)OCC1=CC(=C(C=C1)OC(C)=O)C=O acetic acid 4-((tert-butyldimethylsilyloxy) methyl)-2-formylphenyl ester